N[C@@H](CN1C(C=2C=C3C(=CC2CC1)N(C(=N3)C=3N(C1=CC(=CC=C1C3)C(=O)O)CC3CC3)C)=O)CF (S)-2-(6-(2-amino-3-fluoropropyl)-1-methyl-5-oxo-5,6,7,8-tetrahydro-1H-imidazo[4,5-g]isoquinolin-2-yl)-1-(cyclopropylmethyl)-1H-indole-6-carboxylic acid